(1R,5S,6r)-N-(6-(2-methoxypyridin-4-yl)benzo[d]thiazol-2-yl)-3-methyl-3-azabicyclo[3.1.0]hexane-6-carboxamide COC1=NC=CC(=C1)C1=CC2=C(N=C(S2)NC(=O)C2[C@H]3CN(C[C@@H]23)C)C=C1